C(C)(C)(C)NC(=O)NC=1C(=CC2=C(N=C(N=C2)NCCCCN(CC)CC)N1)C1=C(C=CC=C1Cl)Cl 1-tert-butyl-3-[6-(2,6-dichlorophenyl)-2-[[4-(diethylamino)butyl]amino]pyrido[2,3-d]pyrimidin-7-yl]urea